The molecule is a chlorobenzoyl-CoA that results from the formal condensation of the thiol group of coenzyme A with the carboxy group of 4-chlorobenzoic acid It is a member of monochlorobenzenes and a chlorobenzoyl-CoA. It derives from a benzoyl-CoA and a 4-chlorobenzoic acid. It is a conjugate acid of a 4-chlorobenzoyl-CoA(4-). CC(C)(COP(=O)(O)OP(=O)(O)OC[C@@H]1[C@H]([C@H]([C@@H](O1)N2C=NC3=C(N=CN=C32)N)O)OP(=O)(O)O)[C@H](C(=O)NCCC(=O)NCCSC(=O)C4=CC=C(C=C4)Cl)O